C(C)(C)(C)OC(NC12CC(C1)(C2)N2C(OC(C2)[C@@H]2C[C@@H](C2)O)=O)=O (3-(5-(cis-3-hydroxycyclobutyl)-2-oxooxazolidin-3-yl)bicyclo[1.1.1]pent-1-yl)carbamic acid tert-butyl ester